CC1=C2C(=NC=3CCNCC13)CN(C2)C(=O)[C@H]2CN(CC2)C2=CC(=NC=C2)C(F)(F)F (9-Methyl-1,3,5,6,7,8-hexahydro-2,4,7-triaza-cyclopenta[b]naphthalen-2-yl)-[1-(2-trifluoromethyl-pyridin-4-yl)-pyrrolidin-3(R)-yl]-methanone